4-(4-(hydroxymethyl)cyclohexylmethoxymethyl)cyclohexylmethanol OCC1CCC(CC1)COCC1CCC(CC1)CO